1-pentyl-3-methylimidazole bis(trifluoromethanesulfonyl)imide salt [N-](S(=O)(=O)C(F)(F)F)S(=O)(=O)C(F)(F)F.C(CCCC)N1CN(C=C1)C